BrCC=1C(=NOC1C1CC1)C1=C(C=CC=C1)C(F)(F)F (bromomethyl)-5-cyclopropyl-3-(2-(trifluoromethyl)phenyl)isoxazole